C(C)(C)(C)OC(=O)N1[C@H](CCCC1)COC1=C(C=C(C=C1)NC(C(CCC)F)=O)C=1C(=NC=NC1C)C.FC=1C=C(N)C=C(C1)OC(F)(F)F 3-fluoro-5-(trifluoromethoxy)aniline tert-butyl-(2R)-2-[[2-(4,6-dimethylpyrimidin-5-yl)-4-(2-fluoropentanoylamino)phenoxy]methyl]piperidine-1-carboxylate